ClC1=C(C=C(C=C1)F)CC(=O)N1[C@@H](C[C@H](C1)F)C(=O)N[C@H](C1=CC=C(C=C1)C(C)C)C1=CC=CC=C1 (2S,4R)-1-[2-(2-chloro-5-fluorophenyl)acetyl]-4-fluoro-N-[(S)-phenyl[4-(propan-2-yl)phenyl]methyl]pyrrolidine-2-carboxamide